2-(Difluoromethylsulfonyl)-7-phenyl-6,7-dihydro-5H-pyrrolo[1,2-b][1,2,4]triazole FC(S(=O)(=O)C=1N=C2N(N1)CCC2C2=CC=CC=C2)F